(3S,5R)-5-(((4-(2-((2,6-dimethylpyrimidin-4-yl)amino)pyrazolo[1,5-a]pyridin-5-yl)-6-methylpyridin-3-yl)oxy)methyl)tetrahydro-2H-pyran-3-ol CC1=NC(=CC(=N1)NC1=NN2C(C=C(C=C2)C2=C(C=NC(=C2)C)OC[C@@H]2C[C@@H](COC2)O)=C1)C